(S)-3-((2R,5R)-2,5-diphenylphospholane-1-yl)-1,1,1-trifluoropropan-2-ol C1(=CC=CC=C1)[C@@H]1P([C@H](CC1)C1=CC=CC=C1)C[C@H](C(F)(F)F)O